(1R,5R)-2,6,6-trimethylbicyclo[3.1.1]-2-heptene CC=1[C@@H]2C([C@H](CC1)C2)(C)C